(2,4-difluoro-6-methylphenyl)(3-(4-((1-(3-fluoropropyl)azetidin-3-yl)oxy)phenoxy)-6-hydroxybenzo[b]thiophen-2-yl)methanone FC1=C(C(=CC(=C1)F)C)C(=O)C1=C(C2=C(S1)C=C(C=C2)O)OC2=CC=C(C=C2)OC2CN(C2)CCCF